C(C)(C)(C)OC(=O)NC1(CC1)C(C1=C(C(=O)O)C=CC(=C1)Cl)O 2-[[1-(tert-butoxycarbonylamino)cyclopropyl]-hydroxy-methyl]-4-chloro-benzoic acid